n-octadecyl-3-(4'-hydroxy-3',5'-di-t-Butylphenyl)propionate C(CCCCCCCCCCCCCCCCC)OC(CCC1=CC(=C(C(=C1)C(C)(C)C)O)C(C)(C)C)=O